FC(C(CC(=O)N1CCC(CC1)(O)CN1C=NC=2C(C1=O)=CSC2C=2C=C1CCC(C1=CC2)NC)N2N=C(C=C2)F)F 3-((1-(4,4-difluoro-3-(3-fluoro-1H-pyrazol-1-yl)butanoyl)-4-hydroxypiperidin-4-yl)methyl)-7-(1-(methylamino)-2,3-dihydro-1H-inden-5-yl)thieno[3,4-d]pyrimidin-4(3H)-one